BrC=1C=NN2C1N=C(N=C2NCC2=NC1=C(C=NC=C1)N2)S(=O)(=O)C 8-bromo-N-[(3H-imidazo[4,5-c]pyridin-2-yl)methyl]-2-(methanesulfonyl)pyrazolo[1,5-a][1,3,5]triazin-4-amine